C1=CC(=NC(=C1)C(=O)O)C(=O)O Dipicolinate